FC(C(=O)N1CCC(=CC1)C=1C(=NC=CC1)NC=1C=NC(=CC1)OC(F)(F)F)=C 2-fluoro-1-(2-((6-(trifluoromethoxy)pyridin-3-yl)amino)-3',6'-dihydro-[3,4'-bipyridin]-1'(2'H)-yl)prop-2-en-1-one